N-methylmethanamine hydrochloride salt Cl.CNC